N-(7-chloro-6-(1-((3R,4R)-4-fluoro-3-methyltetrahydrofuran-3-yl)piperidin-4-yl)isoquinolin-3-yl)-2-(pyridin-2-yl)cyclopropane-1-carboxamide ClC1=C(C=C2C=C(N=CC2=C1)NC(=O)C1C(C1)C1=NC=CC=C1)C1CCN(CC1)[C@@]1(COC[C@@H]1F)C